2-Amino-5-fluoro-4-(5-fluoro-3-(3-(1-methyl-1H-imidazol-2-yl)pyrrolidin-1-yl)-7,9-dihydrofuro[3,4-f]quinazolin-6-yl)benzo[b]thiophene-3-carbonitrile NC1=C(C2=C(S1)C=CC(=C2C=2C1=C(C=3C=NC(=NC3C2F)N2CC(CC2)C=2N(C=CN2)C)COC1)F)C#N